ClC1=C(C(=C(C=C1OC)OC)Cl)C1=CC2=C(N=C(N=C2)SC)C(=N1)NCC(F)(F)F 6-(2,6-dichloro-3,5-dimethoxyphenyl)-2-(methylthio)-N-(2,2,2-trifluoroethyl)pyrido[3,4-d]pyrimidine-8-amine